NC1=NC=C2N(C(N(C2=N1)[C@@H]1O[C@@H](C[C@H]1O)CO)=O)CC1(CC1)C(F)(F)F 2-Amino-9-((2R,3R,5S)-3-hydroxy-5-(hydroxymethyl)tetrahydrofuran-2-yl)-7-((1-(trifluoromethyl)cyclopropyl)methyl)-7,9-dihydro-8H-purin-8-on